BrC=1C=2N(C(=NC1)N1CCC3(CC1)[C@@H](C=1C(=NC=CC1)C3)N[S@](=O)C(C)(C)C)C=CN2 (R)-N-((S)-1'-(8-bromoimidazo[1,2-c]pyrimidin-5-yl)-5,7-dihydrospiro[cyclopenta[b]pyridin-6,4'-piperidin]-5-yl)-2-methylpropan-2-sulfinamide